CN1N=CC(=C1C)C(C#N)C1=CC=CC=C1 (1,5-dimethylpyrazol-4-yl)-2-phenyl-acetonitrile